4-dimethylaminobenzylamine CN(C1=CC=C(CN)C=C1)C